(R)-α-methyl-benzylamine C[C@H](C1=CC=CC=C1)N